Hydroxy-4,4-bis(hydroxymethyl)tricyclo[5.2.1.02,6]decane OC12C3CC(CC3C(CC1)C2)(CO)CO